N1=NCN2C1=CC=CC=C2 [1,2,4]triazolo[4,3-a]azepine